((1s,3s)-3-Hydroxy-3-methylcyclobutyl)(6-(pyridin-4-ylmethyl)-2-azaspiro[3.3]heptan-2-yl)methanon OC1(CC(C1)C(=O)N1CC2(C1)CC(C2)CC2=CC=NC=C2)C